ClC=1C(=C(SC1)NC(CN1C(C=CC2=CC(=CC=C12)C#N)=O)=O)C1=NNC=N1 N-(4-chloro-3-(1H-1,2,4-triazol-3-yl)thiophen-2-yl)-2-(6-cyano-2-oxoquinolin-1(2H)-yl)acetamide